C(CC)C1=C2C=CCC2=CC=C1 4-Propyl-indene